C(#N)C1=CC(=C(OCC2=CC=CC(=N2)SC2CCN(CC2)CC2=NC3=C(N2C[C@H]2OCC2)C=C(C=C3)C(=O)OC)C=C1)F methyl (S)-2-((4-((6-((4-cyano-2-fluorophenoxy)methyl)pyridin-2-yl)thio)piperidin-1-yl)methyl)-1-(oxetan-2-ylmethyl)-1H-benzo[d]imidazole-6-carboxylate